CN(CCC1=CC=C(C2=CC=CC=C12)O)C 4-(2-(dimethylamino)ethyl)naphthalen-1-ol